[(2R,3S,4R,5R)-5-(4-aminopyrrolo[2,1-f][1,2,4]triazin-7-yl)-5-cyano-3,4-dihydroxy-tetrahydrofuran-2-yl]methyl [1-methyl-1-(2-pyridyl)ethyl] carbonate C(OC[C@H]1O[C@@]([C@@H]([C@@H]1O)O)(C#N)C1=CC=C2C(=NC=NN21)N)(OC(C)(C2=NC=CC=C2)C)=O